NC=1CC(=CC2=C(N1)C=C(S2)CCC2CCNCC2)C(=O)N(CCC)OCC 5-amino-N-ethoxy-2-[2-(4-piperidyl)ethyl]-N-propyl-6H-thieno[3,2-b]azepine-7-carboxamide